2-chloro-N-[2-{1-[(2E)-3-(4-chlorophenyl)prop-2-en-1-yl]Piperidin-4-yl}-4-(trifluoromethyl)phenyl]Isonicotinamide ClC=1C=C(C(=O)NC2=C(C=C(C=C2)C(F)(F)F)C2CCN(CC2)C\C=C\C2=CC=C(C=C2)Cl)C=CN1